FC1=CC=C(C=C1)C1CN(CCC1)C=1C=C(N=NC1C)C=1C(NC(NC1)=O)=O 5-[5-[3-(4-fluorophenyl)-1-piperidyl]-6-methyl-pyridazin-3-yl]-1H-pyrimidine-2,4-dione